FC(N1N=C(N=N1)[C@H](N1CCN(CC1)C(=O)C1=NC=CC(=C1)C=1OC2=C(N1)C=C(C=C2)C=2C=NN(C2)C(F)(F)F)C2=CC=CC=C2)F |r| (R/S)-(4-((2-(difluoromethyl)-2H-tetrazol-5-yl)(phenyl)methyl)piperazin-1-yl)(4-(5-(1-(trifluoromethyl)-1H-pyrazol-4-yl)benzo[d]oxazol-2-yl)pyridin-2-yl)methanone